platinum-gold titanium [Ti].[Au].[Pt]